OCCC1C(=O)NC(C1)=O 2-hydroxyethyl-succinimide